CCCCCCCC/C=C\\CCCCCCCC(=O)O[C@@H](CO)COP(=O)(O)OC[C@H](CO)O The molecule is a member of the class of glycerophosphoglycerols obtained by formal condensation of the carboxy group of oleic acid with one of the secondary hydroxy groups of (S,S)-glycero-1-phospho-1'-glycerol It derives from an oleic acid. It is a conjugate acid of a (S,S)-2-oleoylglycero-1-phospho-1'-glycerol(1-). It is an enantiomer of a (R,R)-2-oleoylglycero-1-phospho-1'-glycerol.